7-(pyridazin-4-ylamino)-3,4-dihydrobenzo[f][1,4]oxazepin-5(2H)-one N1=NC=C(C=C1)NC=1C=CC2=C(C(NCCO2)=O)C1